O=C1NC(CCC1N1CC=2C(N(C=CC2C1=O)C1CCC2(CCN(CC2)C(=O)OC(C)(C)C)CC1)=O)=O tert-butyl 9-(2-(2,6-dioxopiperidin-3-yl)-1,4-dioxo-1,2,3,4-tetrahydro-5H-pyrrolo[3,4-c]pyridin-5-yl)-3-azaspiro[5.5]undecane-3-carboxylate